(S)-2-((tert-Butoxycarbonyl)amino)-3,3-diphenylpropanoic acid allyl ester C(C=C)OC([C@H](C(C1=CC=CC=C1)C1=CC=CC=C1)NC(=O)OC(C)(C)C)=O